C1C/C=C\C=C/C=C\CC1 cyclodecatriene